C(C1=CC=CC=C1)(=O)NC(=O)[C@@H]1CC12CCN(CC2)C(=O)[O-] (R)-1-(benzoylcarbamoyl)-6-azaspiro[2.5]octane-6-carboxylate